[NH4+].P(=O)([O-])([O-])[O-].[NH4+].[NH4+] monophosphate ammonium salt